rac-(3R,5R)-5-(2-((3-sulfamoylphenyl)amino)pyrimidin-5-yl)tetrahydrofuran-3-yl tert-pentylcarbamate C(C)(C)(CC)NC(O[C@H]1CO[C@H](C1)C=1C=NC(=NC1)NC1=CC(=CC=C1)S(N)(=O)=O)=O |r|